C(C)(C)(C)OC(=O)N1C(C=CC1)C1=NC(=CN=C1)COC1=C(C=C(C=C1)Cl)F (6-((4-chloro-2-fluorophenoxy)methyl)pyrazin-2-yl)-2,5-dihydro-1H-pyrrole-1-carboxylic acid tert-butyl ester